(S)-6-(6-(allyloxy)-2,3-dichlorophenyl)-3-bromo-6,7-dihydro-5H-pyrrolo[1,2-a]imidazole C(C=C)OC1=CC=C(C(=C1[C@@H]1CC=2N(C(=CN2)Br)C1)Cl)Cl